FC1=CC=C(C=C1)[C@@H]1N(C[C@H](CC1)C)C(C(=O)NC=1C=C(C(=NC1)NC(OC(C)(C)C)=O)C)=O Tert-butyl N-[5-[[2-[(2R,5S)-2-(4-Fluorophenyl)-5-methyl-1-piperidyl]-2-oxo-acetyl]amino]-3-methyl-2-pyridyl]carbamate